2-[2-[2-[2-[[2-(2,6-dioxo-3-piperidinyl)-1,3-dioxo-isoindol-5-yl]amino]ethoxy]ethoxy]ethoxy]propanoic acid O=C1NC(CCC1N1C(C2=CC=C(C=C2C1=O)NCCOCCOCCOC(C(=O)O)C)=O)=O